phenyl (perfluorocyclohexyl) disulfide FC1(C(C(C(C(C1(F)F)(F)F)(F)F)(F)F)(F)F)SSC1=CC=CC=C1